diethyl 2-cyclopropylpropanedioate C1(CC1)C(C(=O)OCC)C(=O)OCC